4-hydroxy-1-methyl-2-carbonyl-1,2,5,6-tetrahydropyridine-3-carboxylic acid methyl ester COC(=O)C=1C(N(CCC1O)C)=C=O